FC1=CC=C(C=C1)[C@@H]1CN(CC1)C(=O)C1=CC=C(C=C1)OC[C@@H](CN1N=NC=C1)O ((R)-3-(4-fluorophenyl)pyrrolidin-1-yl)(4-((R)-2-hydroxy-3-(1H-1,2,3-triazol-1-yl)propoxy)phenyl)methanone